P(=O)(O)(O)OC(C(=O)[O-])CO L-alpha-phosphoglycerate